(rac)-2-(6-amino-5-nitropyridin-3-yl)-N-ethyl-6,7-dihydro-5H-spiro[pyrazolo[1,5-a]pyridine-4,3'-pyrrolidine]-1'-carboxamide NC1=C(C=C(C=N1)C1=NN2C(=C1)[C@]1(CN(CC1)C(=O)NCC)CCC2)[N+](=O)[O-] |r|